(R)-N-(1-(3-(difluoromethyl)-2-fluorophenyl)ethyl)-6-(1-(difluoromethyl)cyclopropyl)-7-(oxetan-3-yloxy)pyrido[2,3-d]pyrimidin-4-amine FC(C=1C(=C(C=CC1)[C@@H](C)NC=1C2=C(N=CN1)N=C(C(=C2)C2(CC2)C(F)F)OC2COC2)F)F